C(C)N1N=CC(=C1)C1=CC=2C3=C(C=NC2C=C1OC)N(C(N3C3=C(C=NC=C3)CC)=O)C 8-(1-Ethyl-1H-pyrazol-4-yl)-1-(3-ethyl-pyridin-4-yl)-7-methoxy-3-methyl-1,3-dihydroimidazo[4,5-c]quinolin-2-one